5-Phenyltetrazol C1(=CC=CC=C1)C1=NN=NN1